CN(C1CCC(CC1)NC=1N=CC2=C(N1)C(=NC(=C2)C#N)N[C@H]2COCC2)C 2-(((1r,4R)-4-(dimethylamino)cyclohexyl)amino)-8-(((R)-tetrahydrofuran-3-yl)amino)pyrido[3,4-d]pyrimidine-6-carbonitrile